ClC1=C(C=CC(=C1)OC)C1=C(C=NN1C(F)F)C=1C=C2CN(C(C2=CC1)=O)C1C(NC(CC1)=O)=O 3-(5-(5-(2-chloro-4-methoxyphenyl)-1-(difluoromethyl)-1H-pyrazol-4-yl)-1-oxoisoindolin-2-yl)piperidine-2,6-dione